ClN(CCCCCCN)Cl N,N-dichloro-hexamethylenediamine